ClC1=NC=C(C(=N1)OC1=NC=2C=CC3=C(C2N=C1)C1=C(S3)C(N[C@@H](CN1)C)=O)COCC (R)-3-((2-Chloro-5-(ethoxymethyl)pyrimidin-4-yl)oxy)-10-methyl-9,10,11,12-tetrahydro-8H-[1,4]diazepino[5',6':4,5]thieno[3,2-f]quinoxaline-8-one